C(C)N(C1=C(C=CC(=C1)OC)[C@H]1CC=2C=CC(=CC2CC1)C(=O)[O-])CC1=CC=C(C=C1)CCNCC (R)-6-(2-(ethyl (4-(2-(ethylamino) ethyl) benzyl) amino)-4-methoxyphenyl)-5,6,7,8-tetrahydronaphthalene-2-carboxylate